NC=1C(=NN(C1)C1=CC=C(C=C1)COCC1CN(CCO1)C(=O)OC(C)(C)C)C(N)=O Tert-Butyl 2-[[4-(4-amino-3-carbamoyl-pyrazol-1-yl)phenyl]methoxymethyl]morpholine-4-carboxylate